FC1=C(C(=CC=C1)F)C1=NC=2C(=NNC2C=2C=C(N=CC2N1)N1CCO[C@]2(CCOC2)C1)C (5R)-9-[8-(2,6-difluorophenyl)-5-methyl-3,4,7,9,12-pentazatricyclo[8.4.0.02,6]tetradeca-1(10),2(6),4,7,11,13-hexaen-13-yl]-2,6-dioxa-9-azaspiro[4.5]decane